ClC1=CC=C(C=C1)S(=O)(=O)N1C=CC=2C1=NC(=CC2)C=2C1=C(C(N(C2)C)=O)NC=C1 4-(1-((4-chlorophenyl)sulfonyl)-1H-pyrrolo[2,3-b]pyridin-6-yl)-6-methyl-1,6-dihydro-7H-pyrrolo[2,3-c]pyridin-7-one